1-((1-(Benzo[b]thiophen-3-yl)azetidin-3-yl)methyl)-N-(1H-indol-3-yl)-3,3-dimethyl-2-oxoindoline-6-carboxamide S1C2=C(C(=C1)N1CC(C1)CN1C(C(C3=CC=C(C=C13)C(=O)NC1=CNC3=CC=CC=C13)(C)C)=O)C=CC=C2